C1(CC1)CC(C(N[C@H](C=O)C[C@H]1C(NCC1)=O)=O)N1C(C=CC=C1)=O 1-(3-cyclopropyl-1-oxo-1-(((S)-1-oxo-3-((S)-2-oxopyrrolidin-3-yl)propan-2-yl)amino)propan-2-yl)-2-oxo-1,2-dihydropyridin